aminoeth-ylethanolamine NCCC(O)CN